CC(C[C@@H](C(=O)O)N1N=C(C=C(C1=O)C)CCN1CC(C1)C(F)(F)F)C (S)-4-methyl-2-(5-methyl-3-(2-(3-(trifluoromethyl)azetidin-1-yl)ethyl)-6-oxopyridazin-1(6H)-yl)valeric acid